COC=1C=C(C=CC1OC)C(CNC1=CC(=NC=2N1N=CN2)C)N2CCOCC2 N-[2-(3,4-dimethoxyphenyl)-2-(4-morpholinyl)ethyl]-5-methyl[1,2,4]triazolo[1,5-a]pyrimidin-7-amine